C(#N)[C@H](CC1=C(C=C(C=C1)C=1C=CC2=C(N(C(O2)=O)C)C1)F)NC(=O)[C@H]1OCC(CNC1)COC (2S)-N-((S)-1-cyano-2-(2-fluoro-4-(3-methyl-2-oxo-2,3-dihydrobenzo[d]oxazol-5-yl)phenyl)ethyl)-6-(methoxymethyl)-1,4-oxazepane-2-carboxamide